3-Methyl-3,4-dihydro-2H-1,4-benzoxazine CC1COC2=C(N1)C=CC=C2